N-(6-aminohexyl)benzamide NCCCCCCNC(C1=CC=CC=C1)=O